N,N',N'',N'''-((((2S,5S,8S,11S)-1,4,7,10-tetrabenzyl-1,4,7,10-tetraazacyclododecane-2,5,8,11-tetrayl)tetrakis(methylene))tetrakis(benzene-4,1-diyl))tetraacetamid C(C1=CC=CC=C1)N1[C@H](CN([C@H](CN([C@H](CN([C@H](C1)CC1=CC=C(C=C1)NC(C)=O)CC1=CC=CC=C1)CC1=CC=C(C=C1)NC(C)=O)CC1=CC=CC=C1)CC1=CC=C(C=C1)NC(C)=O)CC1=CC=CC=C1)CC1=CC=C(C=C1)NC(C)=O